C(=C)C1=CC=C(CN(C)C)C=C1 N-(4-vinyl-benzyl)-N,N-dimethylamine